4-chloro-6-(1-(2-fluorophenyl)-1H-pyrazol-4-yl)-5-methoxypyrimidine ClC1=NC=NC(=C1OC)C=1C=NN(C1)C1=C(C=CC=C1)F